N-(2-chloro-4-(trifluoromethyl)phenyl)-2-(2-(3,4-dihydro-2H-pyran-6-yl)-5-ethyl-6-(4-(3-hydroxypicolinoyl)piperazin-1-yl)-7-oxo-[1,2,4]triazolo[1,5-a]pyrimidin-4(7H)-yl)acetamide ClC1=C(C=CC(=C1)C(F)(F)F)NC(CN1C=2N(C(C(=C1CC)N1CCN(CC1)C(C1=NC=CC=C1O)=O)=O)N=C(N2)C2=CCCCO2)=O